CN1N=C(C=C1)NC(=S)C=1C(=C(SC1)N)C(=O)[O-] [(1-methyl-1H-pyrazol-3-yl)amino]carbonothioyl(amino)-3-thiophenecarboxylate